4-amino-N-[5-[1-(2,6-dioxopiperidin-3-yl)-3-methyl-2-oxo-1,3-benzodiazol-4-yl]pent-4-yn-1-yl]benzamide NC1=CC=C(C(=O)NCCCC#CC2=CC=CC=3N(C(N(C32)C)=O)C3C(NC(CC3)=O)=O)C=C1